3-(6-Fluoro-4-(1-(5-(3-(7-(4-(2-hydroxyethyl)piperazin-1-yl)-2-methyl-3-phenylpyrazolo[1,5-a]pyrimidin-5-yl)phenyl)pentyl)piperidin-4-yl)-1-oxoisoindolin-2-yl)-piperidine-2,6-dione FC1=CC(=C2CN(C(C2=C1)=O)C1C(NC(CC1)=O)=O)C1CCN(CC1)CCCCCC1=CC(=CC=C1)C1=NC=2N(C(=C1)N1CCN(CC1)CCO)N=C(C2C2=CC=CC=C2)C